8-(2-aminopyrimidin-5-yl)-1-(4-methoxybenzyl)-4-(5-methyloxazol-2-yl)-1,3-dihydro-2H-benzo[b]azepin-2-one NC1=NC=C(C=N1)C=1C=CC2=C(N(C(CC(=C2)C=2OC(=CN2)C)=O)CC2=CC=C(C=C2)OC)C1